2-methoxy-2-oxo-1,3-dioxaphospholane COP1(OCCO1)=O